methyl (1R,2S,4S,6R)-3''-hydroxydispiro[bicyclo[2.2.1]heptane-2,3'-[1,2,4]trioxolane-5',1''-cyclohexane]-6-carboxylate OC1CC2(CCC1)O[C@@]1(OO2)[C@H]2[C@@H](C[C@@H](C1)C2)C(=O)OC